5-(4-((7-ethyl-6-oxo-5,6-dihydro-1,5-naphthyridin-3-yl)methyl)piperazin-1-yl)-N-(1-methyl-1H-pyrazol-3-yl)picolinamide C(C)C=1C(NC=2C=C(C=NC2C1)CN1CCN(CC1)C=1C=CC(=NC1)C(=O)NC1=NN(C=C1)C)=O